2-chloro-N-(3-methylphenyl)acetamide CC1=CC(=CC=C1)NC(=O)CCl